FC1(CN(CC1)C1=CC(=NC(=C1)F)N1CCC=2C=C(N=CC2C1)C(=O)O)F 7-(4-(3,3-difluoropyrrolidin-1-yl)-6-fluoropyridin-2-yl)-5,6,7,8-tetrahydro-2,7-naphthyridine-3-carboxylic acid